(S)-4-(4-acryloyl-2-methylpiperazine-1-yl)-6-chloro-1-(2,6-diethylphenyl)-7-(2-fluorophenyl)quinazolin-2(1H)-one C(C=C)(=O)N1C[C@@H](N(CC1)C1=NC(N(C2=CC(=C(C=C12)Cl)C1=C(C=CC=C1)F)C1=C(C=CC=C1CC)CC)=O)C